2-amino-3-cyano-4-(2-bromo-5-thiazolyl)-6-methyl-4H-pyran-5-carboxylic acid methyl ester COC(=O)C=1C(C(=C(OC1C)N)C#N)C1=CN=C(S1)Br